Cl.COC1=NC=2N(C=C1N)N=C(N2)C 5-methoxy-2-methyl-[1,2,4]triazolo[1,5-a]pyrimidin-6-amine HCl salt